C(CC(CCCC(=O)NN)C(=O)NN)C(=O)NN 1,3,6-hexanetricarbohydrazide